2-((2-Chlorophenyl)thio)-1-(4-(trans-2-phenylcyclopropane-1-carbonyl)piperazin-1-yl)ethan-1-one ClC1=C(C=CC=C1)SCC(=O)N1CCN(CC1)C(=O)[C@H]1[C@@H](C1)C1=CC=CC=C1